Methyl 3-(3-((2,6-dichloropyridin-4-yl)oxy)azetidin-1-yl)-2-(1H-pyrrol-1-yl)benzoate ClC1=NC(=CC(=C1)OC1CN(C1)C=1C(=C(C(=O)OC)C=CC1)N1C=CC=C1)Cl